γ-diallylaminopropyl-triethoxysilane C(C=C)N(CCC[Si](OCC)(OCC)OCC)CC=C